OCCN(S(=O)(=O)C1=CC(=C(C=C1)NCC#CC=1N(C2=CC=CC(=C2C1)NC1CCC(CC1)N(C)C)CC(F)(F)F)OC)CCO N,N-bis(2-hydroxyethyl)-3-methoxy-4-{[3-(4-{[(1R,4R)-4-(dimethyl-amino)cyclohexyl]amino}-1-(2,2,2-trifluoroethyl)-1H-indol-2-yl)prop-2-yn-1-yl]amino}benzene-1-sulfonamide